2-((6-((5-chloro-2-((3R)-3-(((4-(2,6-dioxopiperidin-3-yl)phenyl)amino)methyl)piperidin-1-yl)pyrimidin-4-yl)amino)-1-methyl-2-oxo-1,2-dihydroquinolin-3-yl)oxy)-N-methylacetamide ClC=1C(=NC(=NC1)N1C[C@H](CCC1)CNC1=CC=C(C=C1)C1C(NC(CC1)=O)=O)NC=1C=C2C=C(C(N(C2=CC1)C)=O)OCC(=O)NC